potassium (II) ferricyanide [Fe-3](C#N)(C#N)(C#N)(C#N)(C#N)C#N.[K+2].[Fe-3](C#N)(C#N)(C#N)(C#N)(C#N)C#N.[K+2].[K+2]